dimethoxydiethoxysilane CO[Si](OCC)(OCC)OC